ClC=1C=C(OC=2C=C3C=C(NC3=CC2)C(=O)NS(=O)(=O)C2=CC(=CC=C2)OC)C=CC1Cl 5-(3,4-dichlorophenoxy)-N-((3-methoxyphenyl)sulfonyl)-1H-indole-2-carboxamide